COC(=O)C=1N=CC2=C(N1)C=NN2 1H-pyrazolo[4,3-d]Pyrimidine-5-carboxylic acid methyl ester